1-amino-3-[[7-(2'-fluoro[1,1'-biphenyl]-4-yl)-1,6-naphthyridin-5-yl]amino]-2-propanol NCC(CNC1=C2C=CC=NC2=CC(=N1)C1=CC=C(C=C1)C1=C(C=CC=C1)F)O